CN(C(/C=C/CC[C@@H](C(=O)NC=1C(N(C=CC1)CC=1NC2=C(C=CC=C2C1)CC(C)C)=O)OC(=O)N1CCCC1)=O)C (S,E)-7-(Dimethylamino)-1-((1-((7-isobutyl-1H-indol-2-yl)methyl)-2-oxo-1,2-dihydropyridin-3-yl)amino)-1,7-dioxohept-5-en-2-yl-pyrrolidin-1-carboxylat